CC(C(=O)O)(CCCOC1=C(C=CC(=C1)C)C)C 2,2-dimethyl-5-(2,5-xylyloxy)-pentanoic acid